ClC=1C=C(C=CC1)C1CCN(CC1)C(CCCCCC1=CC=C2CN(C(C2=C1)=O)C1C(NC(CC1)=O)=O)=O 3-(6-(6-(4-(3-chlorophenyl)piperidin-1-yl)-6-oxohexyl)-1-oxoisoindolin-2-yl)piperidine-2,6-dione